6-(3-formylpyrrolidin-1-yl)-4-methylpyridine-3-carbonitrile C(=O)C1CN(CC1)C1=CC(=C(C=N1)C#N)C